4-(6-amino-2-ethynyl-9H-purin-9-yl)cyclohexanecarboxylic acid methyl ester COC(=O)C1CCC(CC1)N1C2=NC(=NC(=C2N=C1)N)C#C